ClC1=C(C(=O)N2COC3=C(C2)C=CC=C3C3=CC(=C(C(=O)O)C=C3F)N3C2COCC3CC2)C(=CC(=C1)N1C2CC2N(CC1)C1COC1)Cl 4-[3-[2,6-Dichloro-4-[5-(oxetan-3-yl)-2,5-diazabicyclo[4.1.0]heptan-2-yl]benzoyl]-2,4-dihydro-1,3-benzoxazin-8-yl]-5-fluoro-2-(3-oxa-8-azabicyclo[3.2.1]octan-8-yl)benzoic acid